CC(CC(C)(C)C)(C)NC1=NC=NC=N1 [6-[(1,1,3,3-tetramethylbutyl)amino]]-1,3,5-triazine